FC1=C(C(=C2C=NNC2=C1F)C1=CC=2N(C=C1)N=C(C2)NC(=O)[C@@H]2[C@@H](C2)F)SC (1R,2R)-N-(5-(6,7-difluoro-5-(methylthio)-1H-indazol-4-yl)pyrazolo[1,5-a]pyridin-2-yl)-2-fluorocyclopropane-1-carboxamide